CC1(CNCC(N1)=O)C 6,6-dimethylpiperazin-2-one